BrC1=NN(C2=CC(=CC=C12)OC1CCN(CC1)C1=NC2=C(N1C(F)F)C=CC=C2)C 3-bromo-6-((1-(1-(difluoromethyl)-1H-benzo[d]imidazol-2-yl)piperidin-4-yl)oxy)-1-methyl-1H-indazole